FC1=CC=C(C(=C1)F)C1=[NH+]C=CC=C1 2-(4',6'-difluorophenyl)pyridinium